tert-butyl (8-(4-bromothiophene-2-carbonyl)-8-azabicyclo[3.2.1]octan-3-yl)carbamate BrC=1C=C(SC1)C(=O)N1C2CC(CC1CC2)NC(OC(C)(C)C)=O